C(C)N(\C=N\C1=C(C(=C(C(=C1)C)C(CC(C)(C)C)O)C)C)C (E)-N-ethyl-N'-(4-(1-hydroxy-3,3-dimethylbutyl)-2,3,5-trimethylphenyl)-N-methylformamidine